IC1=CC=C(C=C1)/N=C\1/N(CCN1)S(=O)(=O)C1=CC=C(C)C=C1 (E)-N-(4-iodophenyl)-1-tosylimidazolidin-2-imine